N1=C(C=CC=C1)CNC(=O)C1=CSC=2CN(CCC21)C(=O)OC(C)(C)C tert-butyl 3-[(pyridin-2-ylmethyl) carbamoyl]-4H,5H,6H,7H-thieno[2,3-c]pyridine-6-carboxylate